N-(2-chloro-4-(trifluoromethyl)phenyl)-1-(3-cyano-4-iodo-1H-pyrazol-1-yl)cyclobutane-1-Formamide ClC1=C(C=CC(=C1)C(F)(F)F)NC(=O)C1(CCC1)N1N=C(C(=C1)I)C#N